SC(CCCO)C 4-mercaptopentanol